C(C)N(C(=O)C1=C(C=CC(=C1)F)C=1C=2N(C=C(C1)C1(CN(CC1)CC1CCC(CC1)NC(OC(C)(C)C)=O)F)C(=NC2)C)C(C)C Tert-butyl N-[(1r,4r)-4-{[3-(8-{2-[ethyl(isopropyl)carbamoyl]-4-fluorophenyl}-3-methylimidazo[1,5-a]pyridin-6-yl)-3-fluoropyrrolidin-1-yl]methyl}cyclohexyl]carbamate